COC1=C(CN2CCN(CC2)C2=NC=C(C=N2)C2=CC(=CC=3N2C(=CN3)C#N)C=3C=NN(C3)C)C=CC=C1 5-(2-(4-(2-methoxybenzyl)piperazin-1-yl)pyrimidin-5-yl)-7-(1-methyl-1H-pyrazol-4-yl)imidazo[1,2-a]pyridine-3-carbonitrile